3-ethoxy-4-(3-(2-(2-(4-methylcyclohex-3-en-1-yl)propyl)cyclopentylidene)propoxy)benzaldehyde C(C)OC=1C=C(C=O)C=CC1OCCC=C1C(CCC1)CC(C)C1CC=C(CC1)C